N-(4-Methylpent-2-yn-1-yl)-2-phenoxy-1H-imidazole-1-carboxamide CC(C#CCNC(=O)N1C(=NC=C1)OC1=CC=CC=C1)C